nickel (ii) pyridinimine N1C(C=CC=C1)=N.[Ni+2]